S[N-]C1=CC=CC=C1 mercaptophenyl-amide